O=C1NC(CCC1N1C(C2=CC=C(C=C2C1=O)N1CCC(CC1)CN1CCN(CC1)CC[C@@H]1CN(CCO1)C1=NC=NC(=C1)C1=NNC2=CC=C(C=C12)OC(C)C)=O)=O 2-(2,6-dioxopiperidin-3-yl)-5-(4-((4-(2-((R)-4-(6-(5-isopropoxy-1H-indazol-3-yl)pyrimidin-4-yl)morpholin-2-yl)ethyl)piperazin-1-yl)methyl)piperidin-1-yl)isoindoline-1,3-dione